[C@H]12CN(C[C@H](CC1)N2)C=2C1=C(N=C(N2)OC([2H])([2H])[C@H]2N(CCC2)C)C(N(C=C1)C1=CC(=CC2=CC=C(C(=C12)C#C)F)O)=O 4-((1R,5S)-3,8-Diazabicyclo[3.2.1]octan-3-yl)-7-(8-ethynyl-7-fluoro-3-hydroxynaphthalen-1-yl)-2-(((S)-1-methylpyrrolidin-2-yl)methoxy-d2)pyrido[3,4-d]pyrimidin-8(7H)-one